N1CNC2=C1C=NC=N2 dihydroimidazopyrimidine